CCCCCC(/C=C/C=C\\CCCCCCCC(=O)[O-])OO The molecule is a hydroperoxy fatty acid anion that is the conjugate base of 13-HPODE arising from deprotonation of the carboxylic acid function; major species at pH 7.3. It has a role as a human xenobiotic metabolite. It is a long-chain fatty acid anion, a hydroperoxy fatty acid anion, a polyunsaturated fatty acid anion and a HPODE(1-). It is a conjugate base of a 13-HPODE.